NCC=1C=C(OC2=C3CCC(NC3=NC=C2)=O)C=CC1F 5-(3-(aminomethyl)-4-fluorophenoxy)-3,4-dihydro-1,8-naphthyridin-2(1H)-one